4-fluorothiobenzamide FC1=CC=C(C(=S)N)C=C1